FC(C(C(F)(F)F)OC(=O)N1CCC2(CCCN2CC=2C=C(C=C(C2)C(F)(F)F)NCCCC(=O)O)CC1)(F)F 4-((3-((8-(((1,1,1,3,3,3-Hexafluoropropan-2-yl)oxy)carbonyl)-1,8-diazaspiro[4.5]decan-1-yl)methyl)-5-(trifluoromethyl)phenyl)amino)butanoic acid